Azanediylbis(ethane-2,1-diyl) bis(2-hexyldecanoate) C(CCCCC)C(C(=O)OCCNCCOC(C(CCCCCCCC)CCCCCC)=O)CCCCCCCC